2,6-difluoro-4-iodo-pyridine-3-carboxaldehyde FC1=NC(=CC(=C1C=O)I)F